C12(CC(C1)C2)N2C[C@H](N(S(C1=C2C=C(C(=C1)O\C=C(\C(=O)O)/F)N1CCN(CC1)C)(=O)=O)C)CCCC (R,Z)-3-((5-(bicyclo[1.1.1]pentan-1-yl)-3-butyl-2-methyl-7-(4-methylpiperazin-1-yl)-1,1-dioxido-2,3,4,5-tetrahydrobenzo[f][1,2,5]thiadiazepin-8-yl)oxy)-2-fluoroacrylic acid